CC1=C2C(=NC=C1)NC(=C2)C(=O)Cl 4-methyl-1H-pyrrolo[2,3-b]pyridine-2-carbonyl chloride